N1C=CC=2C1=NC=CC2C=2N=C(C1=C(N2)C(=CS1)C1CCOCC1)N1[C@@H](COCC1)C (R)-4-(2-(1H-Pyrrolo[2,3-b]pyridin-4-yl)-7-(tetrahydro-2H-pyran-4-yl)thieno[3,2-d]pyrimidin-4-yl)-3-methylmorpholine